FC(C=1C=C(CO[C@@H]2[C@@H](NCCC2)C2=CC(=C(C=C2)O)[125I])C=C(C1)C(F)(F)F)(F)F 4-((2S,3S)-3-((3,5-bis(trifluoromethyl)benzyl)oxy)piperidin-2-yl)-2-(125I)iodophenol